2-(4-(5-(4,4,5,5-tetramethyl-1,3,2-dioxaborolan-2-yl)pyrimidin-2-yl)phenyl)-3,5,7,8-tetrahydro-4H-thiopyrano[4,3-d]pyrimidin-4-one CC1(OB(OC1(C)C)C=1C=NC(=NC1)C1=CC=C(C=C1)C=1NC(C2=C(N1)CCSC2)=O)C